FC(C1=NN(C(=C1)C(=O)O)C1=CC=C(C=C1)F)F 3-(difluoromethyl)-1-(4-fluorophenyl)-1H-pyrazole-5-carboxylic acid